2-chloro-9-cyclopentyl-5-methyl-8,9-dihydro-5H-pyrimido[4,5-b][1,4]diazepine ClC=1N=CC2=C(N(CC=CN2C)C2CCCC2)N1